2-(2,6-Dimethyl-4-((1-(4-(methylsulfonyl)phenyl)-5-oxo-1,5-dihydro-4H-1,2,4-triazol-4-yl)methyl)phenoxy)-2-methylpropanoic acid CC1=C(OC(C(=O)O)(C)C)C(=CC(=C1)CN1C=NN(C1=O)C1=CC=C(C=C1)S(=O)(=O)C)C